C(#N)C=1C=[N+](C=CC1C(=O)N1C(CN(CC1)[C@H](C)C(NC1=NC=C(N=C1)OC1=C(C=C(C=C1)F)F)=O)(C)C)[O-] 3-cyano-4-{4-[(1R)-1-{[5-(2,4-difluorophenoxy)pyrazin-2-yl]carbamoyl} ethyl]-2,2-dimethylpiperazine-1-carbonyl}pyridin-1-ium-1-olate